N1=CC(=CC=C1)CC1(CC1)C(=O)O 1-(pyridin-3-ylmethyl)cyclopropane-1-carboxylic acid